N-(4-((2-amino-3-chloropyridin-4-yl)oxy)-3-fluorophenyl)-1-(3-Chloropyridin-2-yl)-5-ethyl-1H-pyrazole-4-carboxamide NC1=NC=CC(=C1Cl)OC1=C(C=C(C=C1)NC(=O)C=1C=NN(C1CC)C1=NC=CC=C1Cl)F